triazinebenzyl 8-azadispiro[2.1.55.13]undecane-8-carboxylate C1CC12CC1(CCN(CC1)C(=O)OCC1=CC=CC=C1C1=NN=NC=C1)C2